C(C)(C)(C)OC(=O)N1CC2=CC=CC=C2C[C@H]1[C@@H](CS(=O)(=O)CC1=CC=CC=C1)O (S)-3-((S)-1-hydroxy-2-(toluenesulfonyl)ethyl)-3,4-dihydroisoquinoline-2(1H)-carboxylic acid tert-butyl ester